C(#N)C1=NN(C2=CC=C(C=C12)N(C=1C=CC=C2CN(C(C12)=O)CC(=O)O)C)C1OCCCC1 2-[7-[(3-cyano-1-tetrahydropyran-2-yl-indazol-5-yl)-methyl-amino]-1-oxo-isoindolin-2-yl]acetic acid